methyl 2-methylthiophene-3-carboxylate CC=1SC=CC1C(=O)OC